6-Isopropyl-2H-indazole-4-carbonitrile C(C)(C)C=1C=C(C2=CNN=C2C1)C#N